3-azidopropyl-ethoxysilane N(=[N+]=[N-])CCC[SiH2]OCC